benzo[d]Isoxazole-6-carboxamide O1N=CC2=C1C=C(C=C2)C(=O)N